CC1(CCN2CCC(C=3C=C4C=C(C(OC4=C1C23)=O)C#N)(C)C)C 1,1,6,6-tetramethyl-10-oxo-2,3,5,6-tetrahydro-1H,4H,10H-11-oxa-3a-aza-benzo[de]anthracen-9-carbonitrile